2-(2,3-Dimethoxy-[1,3]dioxolo[4',5':4,5]benzo[1,2-c]phenanthridin-12(13H)-yl)-N,N-dimethylethan-1-amine COC=1C=C2CN(C=3C4=C(C=CC3C2=CC1OC)C=C1C(=C4)OCO1)CCN(C)C